N1C=CC2=CC(=CC=C12)OC=1C=C(C=CC1)C=1NC(=NN1)CC1=CC=C(C=C1)CCCCCCC(=O)OC Methyl 7-(4-((5-(3-((1H-indol-5-yl)oxy)phenyl)-4H-1,2,4-triazol-3-yl)methyl)phenyl)heptanoate